CN1N=CC(=C1C)C1C[NH2+]CC2=CC=CC=C12 4-(1,5-dimethylpyrazol-4-yl)-1,2,3,4-tetrahydroisoquinolin-2-ium